CC=1NC(C(=CC1C1=CC=NC=C1)C#N)=O 2-methyl-6-oxo-1,6-dihydro-3,4'-bipyridine-5-carbonitrile